CO[C@H](C(O)C(C)=O)[C@@](O)([C@H](OC)[C@](O)(COC)C(C)=O)C(C)=O 2,4,6-tri-O-methyl-1,3,5-triacetyl-mannitol